C1(CCCC1)OC(C1=C(C(=NC(=C1C)CC1=CC(=CC=C1)OC1=CC=CC=C1)CCC)O)=O 3-hydroxy-5-methyl-6-(3-phenoxybenzyl)-2-propylisonicotinic acid cyclopentyl ester